5-bromo-4-oxo-1-[4-(trifluoromethoxy)phenyl]Cinnoline-3-carboxylic acid methyl ester COC(=O)C1=NN(C2=CC=CC(=C2C1=O)Br)C1=CC=C(C=C1)OC(F)(F)F